(E)-3-(3-(3,5-bis(trifluoromethyl)phenyl)-1H-1,2,4-triazol-1-yl)-2-(5-fluoropyridin-3-yl)acrylamide FC(C=1C=C(C=C(C1)C(F)(F)F)C1=NN(C=N1)/C=C(/C(=O)N)\C=1C=NC=C(C1)F)(F)F